COC1=CC2=C(N=C(S2)C2=C3N=CC(=NC3=CC(=C2)C)OC)C(=C1)C(O)C1(CC1)C1=CC=CC=C1 (6-methoxy-2-(2-methoxy-7-methylquinoxalin-5-yl)benzo[d]thiazol-4-yl)(1-phenylcyclopropyl)methanol